NC=1NC(C=2N(C(N(C2N1)[C@@H]1O[C@@H]([C@H]([C@H]1O)O)CO)=O)CC=C)=O 2-amino-9-[(2R,3R,4S,5R)-3,4-dihydroxy-5-(hydroxymethyl)oxolan-2-yl]-7-prop-2-enyl-1H-purine-6,8-dione